methyl 1-(1-(methylsulfonyl) ethyl)-1H-pyrazole-3-carboxylate CS(=O)(=O)C(C)N1N=C(C=C1)C(=O)OC